tert-butyl (6-(4-(8-chloroquinoxalin-2-yl)-1H-pyrazol-1-yl)hexyl)carbamate ClC=1C=CC=C2N=CC(=NC12)C=1C=NN(C1)CCCCCCNC(OC(C)(C)C)=O